N1N=CC2=CC=CC(=C12)N 7-Indazolamine